4-(6-(ethyl-(isopropyl)amino)-4-methylpyridinamido)-2-fluorobenzoic acid C(C)N(C1=CC(=CC(=N1)C(=O)NC1=CC(=C(C(=O)O)C=C1)F)C)C(C)C